C(CCCCCCCCCCCCCCC)C1=NC=CC=C1 hexadecylpyridin